(+/-)-1-(2-(1-Ethyl-1H-indol-2-yl)-1-methyl-1H-benzo[d]imidazole-5-carbonyl)-5-(2,2,2-trifluoroacetamido)piperidine-3-carboxylic acid C(C)N1C(=CC2=CC=CC=C12)C1=NC2=C(N1C)C=CC(=C2)C(=O)N2CC(CC(C2)NC(C(F)(F)F)=O)C(=O)O